(1r,3r)-1-(methoxymethyl)-3-(3-(6-(1-methyl-1H-pyrazol-4-yl)pyrrolo[1,2-b]pyridazin-4-yl)-3,8-diazabicyclo[3.2.1]octan-8-yl)cyclobutane-1-carbonitrile COCC1(CC(C1)N1[C@H]2CN(CC1CC2)C=2C=1N(N=CC2)C=C(C1)C=1C=NN(C1)C)C#N